(S)-(4-methylmorpholin-3-yl)methanol CN1[C@H](COCC1)CO